O1CCOC12CCC(CC2)N2N=CC(=C2)N (1,4-dioxaspiro[4.5]dec-8-yl)-1H-pyrazol-4-amine